C(CCCCC(C)C)OC(COC1=CC=CC=C1)=O phenoxyacetic acid isooctyl ester